3-(2,2,2-trifluoroethyl)-1-[[2-(trimethylsilyl)ethoxy]methyl]pyrazolo[3,4-b]pyridin-5-ol FC(CC1=NN(C2=NC=C(C=C21)O)COCC[Si](C)(C)C)(F)F